3-(5-(1,3-Dioxolan-2-yl)-6-methoxypyridin-3-yl)-3-(5-(2-(5,6,7,8-tetrahydro-1,8-naphthyridin-2-yl)ethoxy)-1H-indazol-1-yl)propanoic acid O1C(OCC1)C=1C=C(C=NC1OC)C(CC(=O)O)N1N=CC2=CC(=CC=C12)OCCC1=NC=2NCCCC2C=C1